NC1=C(C=2C(=NC(=C(C2)C)C)N1C1=CC(=CC(=C1)OC)OC)C#N 2-Amino-1-(3,5-dimethoxyphenyl)-5,6-dimethyl-1H-pyrrolo[2,3-b]pyridine-3-carbonitrile